C(C)C1(COC1)COC1=CC=CC=C1 (3-ethyloxetan-3-yl)methoxylbenzene